OC1=C(C=C(C=C1)C(\C=C\C1=NC(=C(N=C1C)C)C)=O)OC (E)-1-(4-hydroxy-3-methoxyphenyl)-3-(3,5,6-trimethylpyrazin-2-yl)prop-2-en-1-one